(R)-2-((((9H-fluoren-9-yl)methoxy)carbonyl)amino)-3-bromopropanoate C1=CC=CC=2C3=CC=CC=C3C(C12)COC(=O)N[C@H](C(=O)[O-])CBr